CN([C@H]1CN(CC1)C(=O)OC(C)(C)C)CCCCC1NC2=NC=CC=C2CC1 tert-butyl (3R)-3-(methyl(4-(1,2,3,4-tetrahydro-1,8-naphthyridin-2-yl)butyl)amino)pyrrolidine-1-carboxylate